BrC1=C(N=C2N1C=CC(=C2)OCC(F)(F)F)C bromo-2-methyl-7-(2,2,2-trifluoroethoxy)imidazo[1,2-a]pyridine